OC1=CC=C(C=C1)C1N(CCC1)C(=O)OC(C)(C)C tert-butyl 2-(4-hydroxyphenyl)pyrrolidine-1-carboxylate